N-(5-Chloro-1H-pyrrolo[3,2-b]pyridin-3-yl)-5-[3-(morpholinomethyl)phenyl]-1H-benzo[d]imidazol-2-amine ClC1=CC=C2C(=N1)C(=CN2)NC2=NC1=C(N2)C=CC(=C1)C1=CC(=CC=C1)CN1CCOCC1